1-(2,2-difluoroethyl)-8-(8-fluoro-2-(((2R,7aS)-2-fluorotetrahydro-1H-pyrrolizin-7a(5H)-yl)methoxy)-4-(1,4-oxazepan-4-yl)pyrido[4,3-d]pyrimidin-7-yl)-1,2,3,4-tetrahydroquinolin-6-ol FC(CN1CCCC2=CC(=CC(=C12)C1=C(C=2N=C(N=C(C2C=N1)N1CCOCCC1)OC[C@]12CCCN2C[C@@H](C1)F)F)O)F